CC1(CC(N(C1)C=1N=CC=2N(C1)C(=CN2)C2=CC=CC(=N2)N[C@H]2CN(C[C@@H]2F)C(=O)OC(C)(C)C)=O)C tert-butyl (3S,4S)-3-((6-(6-(4,4-dimethyl-2-oxopyrrolidin-1-yl) imidazo[1,2-a]pyrazin-3-yl) pyridin-2-yl) amino)-4-fluoropyrrolidine-1-carboxylate